BrC=1C=C2C(=C(N=NC2=CC1F)[N+](=O)[O-])NC1CCOCC1 6-bromo-7-fluoro-3-nitro-N-(tetrahydro-2H-pyran-4-yl)cinnolin-4-amine